N[C@@H]1[C@@H](CCC1)NC1=NC2=CC=C(C=C2C=N1)C1=C(C=C(C(=O)NC2CC2)C=C1)OC 4-(2-(((1R,2S)-2-aminocyclopentyl)amino)quinazolin-6-yl)-N-cyclopropyl-3-methoxybenzamide